dimethylbenzylisocyanate CC(C1=CC=CC=C1)(C)N=C=O